CCCCC1OC(=O)C2=C1CCC=C2 3-N-butyl-4,5-dihydrophthalide